FC1=C(C(=CC=C1)C(F)(F)F)S(=O)(=O)N 2-fluoro-6-(trifluoromethyl)benzene-sulfonamide